p-(2-methoxyl)ethylphenol O(C)CCC1=CC=C(C=C1)O